3,6-nonandione CCC(CCC(CCC)=O)=O